OC1=C2C(=CC(OC2=CC(=C1)O)=O)C1=CC=CC=C1 5,7-dihydroxy-4-phenylcoumarin